1,1,1,3,3,3-hexafluoro-propan-2-yl (±)-1-(2-(trifluoromethyl)-5,6,7,8-tetrahydro-imidazo[1,2-a]pyrazine-7-carbonyl)-6-azaspiro[2.5]octane-6-carboxylate FC(C=1N=C2N(CCN(C2)C(=O)[C@@H]2CC23CCN(CC3)C(=O)OC(C(F)(F)F)C(F)(F)F)C1)(F)F |r|